C(C)(C)(C)OC(=O)N1CC2(C1)CC(C2)C(C)O 6-(1-hydroxyethyl)-2-azaspiro[3.3]heptane-2-carboxylic acid tert-butyl ester